2-([1,1'-biphenyl]-4-yl)-4-chloro-6-(dibenzo[b,d]furan-2-yl)-1,3,5-triazine C1(=CC=C(C=C1)C1=NC(=NC(=N1)Cl)C1=CC2=C(OC3=C2C=CC=C3)C=C1)C1=CC=CC=C1